methyl 4-(((1-((3r,5r,7r)-adamantan-1-yl)propan-2-yl)(methyl)amino)methyl)benzoate C12(CC3CC(CC(C1)C3)C2)CC(C)N(C)CC2=CC=C(C(=O)OC)C=C2